1-(4-(4-amino-7H-pyrrolo[2,3-d]pyrimidin-5-yl)phenyl)-3-(5-tert-butyl-isoxazol-3-yl)urea NC=1C2=C(N=CN1)NC=C2C2=CC=C(C=C2)NC(=O)NC2=NOC(=C2)C(C)(C)C